1-(m-tolyl)ethan-1-one C1(=CC(=CC=C1)C(C)=O)C